[Na+].[Na+].C(C1=C(C2=CC=CC=C2C=C1)S(=O)(=O)[O-])C1=C(C2=CC=CC=C2C=C1)S(=O)(=O)[O-] methylenedinaphthalenesulfonic acid disodium salt